5-(3-oxo-[1,3'-biazetidin]-1'-yl)isoindoline-1,3-dione O=C1CN(C1)C1CN(C1)C=1C=C2C(NC(C2=CC1)=O)=O